N-[(2-oxazol-4-ylphenyl)methyl]-3-oxo-6,8-dihydro-5H-imidazo[1,5-a]pyrazine-1-carboxamide O1C=NC(=C1)C1=C(C=CC=C1)CNC(=O)C=1NC(N2C1CNCC2)=O